ClC=1C=C2C(N3C(=NC2=CC1OC)[C@H]1CCCN([C@@H]1CC3)CC3COC3)=O (4aR,13bS)-10-chloro-11-methoxy-4-(oxetan-3-ylmethyl)-1,2,3,4,4a,5,6,13b-octahydro-8H-[1,6]naphthyridino[5,6-b]quinazolin-8-one